CC1=NC=C(C(=C1)C1=CC=2N(C=C1)N=C(C2)NC2=CC=C(C=N2)C(=O)NCCC)OC2C[C@H]1COC[C@@H](C2)N1 6-[[5-[2-methyl-5-[[(1R,5S,7s)-3-oxa-9-azabicyclo[3.3.1]nonan-7-yl]oxy]-4-pyridyl]pyrazolo[1,5-a]pyridin-2-yl]amino]-N-propyl-pyridine-3-carboxamide